[Si](C)(C)(C(C)(C)C)OCC1=CC2=NC=CC(=C2S1)C=1C=C(C=C2C=CCN(C12)C=1C=NN(C1)COCC[Si](C)(C)C)Cl 8-(2-(((tert-butyldimethylsilyl)oxy)methyl)thieno[3,2-b]pyridin-7-yl)-6-chloro-1-(1-((2-(trimethylsilyl)ethoxy)methyl)-1H-pyrazol-4-yl)quinolin